ethylenediaminetetrakis(ethylenephosphonic acid) C(CN(CCP(O)(O)=O)CCP(O)(O)=O)N(CCP(O)(O)=O)CCP(O)(O)=O